5-(4-((3-methyl-5-fluoro-2,4-dioxo-1,2,3,4-tetrahydroquinazolin-7-yl)methyl)piperazin-1-yl)-6-methyl-N-ethylpyridincarboxamide CN1C(NC2=CC(=CC(=C2C1=O)F)CN1CCN(CC1)C=1C=CC(=NC1C)C(=O)NCC)=O